C(#N)C1=C(OC=2C=C3C(N(C=NC3=CC2)CCC2CCN(CC2)C(CN2CCC(CC2)C2=CC=C3C(=NN(C3=C2)C)C2C(NC(CC2)=O)=O)=O)=O)C(=CC=C1NS(N(C)CC)(=O)=O)F 6-[2-cyano-3-[[ethyl(methyl)sulfamoyl]amino]-6-fluoro-phenoxy]-3-[2-[1-[2-[4-[3-(2,6-dioxo-3-piperidyl)-1-methyl-indazol-6-yl]-1-piperidyl]acetyl]-4-piperidyl]ethyl]-4-oxo-quinazoline